C1(CCCC1)C=1C=C(C(=NC1)C=1C(=C(C(=O)N)C=C(C1)[N+](=O)[O-])SC1=NN=NN1CCCN1C(CCC1)=O)F (5-cyclopentyl-3-fluoro-2-pyridyl)-5-nitro-2-[1-[3-(2-oxopyrrolidin-1-yl)propyl]tetrazol-5-yl]sulfanyl-benzamide